BrC1=CC=2N=CN=C(C2N=C1)N 7-bromopyrido[3,2-d]pyrimidin-4-amine